CC=1NC(=C(C(C1C(C)=O)C1=C(C=C(C=C1)[N+](=O)[O-])[N+](=O)[O-])C(C)=O)C 2,6-dimethyl-3,5-diacetyl-4-(2,4-dinitrophenyl)-1,4-dihydropyridine